FC1=C(C=CC(=C1C=O)C)NCC1=C(C=CC=C1)NC(OC(C)(C)C)=O tert-Butyl (2-(((2-fluoro-3-formyl-4-methylphenyl)amino)methyl)phenyl)carbamate